silicon fluorosulfonate compound with sodium selenocyanate [Se-]C#N.[Na+].FS(=O)(=O)[O-].[Si+4]